5-(piperidin-3-yl)oxazole N1CC(CCC1)C1=CN=CO1